FC1([C@@H]([C@H]2N(C(COC=3C=CC(=C(OC=4C=CC=C(C2)C4F)N3)C)=O)C1)NS(=O)(=O)CC)F N-[(15aS,16R)-17,17,20-trifluoro-7-methyl-1-oxo-1,2,15a,16,17,18-hexahydro-15H-4,8-(azeno)-14,10-(metheno)pyrrolo[1,2-d][1,12,4]dioxazacycloheptadecin-16-yl]ethanesulfonamide